6-bromo-N'-[4-[tert-butyl(dimethyl)silyl]oxy-2-ethyl-phenyl]-4-(tetrahydrothiophen-3-ylamino)pyrrolo[1,2-b]pyridazine-3-carboxamidine BrC=1C=C2N(N=CC(=C2NC2CSCC2)C(=NC2=C(C=C(C=C2)O[Si](C)(C)C(C)(C)C)CC)N)C1